5-(((trans-3-(3-cyclopropyl-4-(1H-pyrazolo[3,4-c]pyridin-5-yl)-1H-pyrazol-1-yl)cyclobutyl)methyl)amino)-2-(2,6-dioxopiperidin-3-yl)isoindoline-1,3-dione C1(CC1)C1=NN(C=C1C=1C=C2C(=CN1)NN=C2)[C@@H]2C[C@H](C2)CNC=2C=C1C(N(C(C1=CC2)=O)C2C(NC(CC2)=O)=O)=O